O([C@H]1[C@H](O)[C@@H](O)[C@H](O)[C@H](O1)C(=O)O)C1=CNC2=CC(=C(C(=C12)Br)OCC1[C@H]2CCC#CCC[C@@H]12)Br 5-{[(1R,8S,9s)-Bicyclo[6.1.0]non-4-yn-9-yl]methoxy}-4,6-dibromo-1H-indole-3-yl β-D-glucopyranosiduronic acid